(S)-1-(3-(4-((2,3-dihydrobenzo[b][1,4]dioxin-2-yl)methyl)piperazin-1-yl)-1,5-dimethyl-1H-pyrazol-4-yl)-4,4-dimethylimidazolidin-2-one O1C2=C(OC[C@@H]1CN1CCN(CC1)C1=NN(C(=C1N1C(NC(C1)(C)C)=O)C)C)C=CC=C2